(1S)-1-[(2S,4S)-4-fluoro-1-methylpyrrolidin-2-yl]ethanol F[C@H]1C[C@H](N(C1)C)[C@H](C)O